ClC1=C(C=C(C=C1N1C2CC2N(CC1)C[C@@H](C)O)C#N)NC1=NC=2N(C(=N1)NC1CC1)N=CC2C#N 2-[(2-Chloro-5-cyano-3-{5-[(2R)-2-hydroxypropyl]-2,5-diazabicyclo[4.1.0]heptan-2-yl}phenyl)amino]-4-(cyclopropylamino)pyrazolo[1,5-a][1,3,5]triazine-8-carbonitrile